N-(2-oxo-1,2,3,4-tetrahydro-quinolin-6-yl)-2-chloro-3-trifluoromethyl-benzamide O=C1NC2=CC=C(C=C2CC1)NC(C1=C(C(=CC=C1)C(F)(F)F)Cl)=O